C1=CC(=CC=2C3=CC(=CC=C3NC12)S(=O)(=O)O)S(=O)(=O)O carbazole-3,6-disulfonic acid